C(C(CC)N=C=O)N=C=O 1,2-butylene di-isocyanate